(4-bromo-3-chlorobenzyl)(methyl)sulfane BrC1=C(C=C(CSC)C=C1)Cl